N-[(3S)-1-[(3-hydroxyphenyl)methyl]pyrrolidin-3-yl]carbamic acid tert-butyl ester C(C)(C)(C)OC(N[C@@H]1CN(CC1)CC1=CC(=CC=C1)O)=O